ClC1=CC2=C(C=N1)C=C(N2COCC[Si](C)(C)C)C2=NC=NC(=C2)Cl 6-Chloro-2-(6-chloropyrimidin-4-yl)-1-((2-(trimethylsilyl)ethoxy)methyl)-1H-pyrrolo[3,2-c]pyridine